OC=1C=C(C=CC1)CCC(=O)N1CCN(CC1)CC1=CC=C(C#N)C=C1 4-((4-(3-(3-hydroxyphenyl)propionyl)piperazin-1-yl)methyl)benzonitrile